NC1=C(N=CC(=N1)N1CCC2(CC1)[C@@H](C1=CC(=C(C=C1C2)OC)Cl)N)SC2=C(C(=NC=C2)N)Cl (S)-1'-(6-amino-5-((2-amino-3-chloropyridin-4-yl)thio)pyrazin-2-yl)-6-chloro-5-methoxy-1,3-dihydrospiro[indene-2,4'-piperidin]-1-amine